tert-butyl 8-methyl-5-(4-sulfamoylbenzyl)-2,3,4,5-tetrahydro-1H-pyrido[3,2-b]indole-1-carboxylate CC1=CC=2C3=C(N(C2C=C1)CC1=CC=C(C=C1)S(N)(=O)=O)CCCN3C(=O)OC(C)(C)C